R-2-(4-hydroxyphenoxy)propionic acid potassium salt [K+].OC1=CC=C(O[C@@H](C(=O)[O-])C)C=C1